N,N,N-trimethyl-6-oxohexan-1-aminium C[N+](CCCCCC=O)(C)C